CC1=C(C=NC(=C1)C)C=O 4,6-DIMETHYL-3-PYRIDINECARBOXALDEHYDE